C1(CCCCC1)N1N=C(C(=C1)N1N=NC=C1)C(F)F 1-[1-cyclohexyl-3-(difluoromethyl)-1H-pyrazol-4-yl]-1H-1,2,3-triazole